N-(4-(2-((2-Chloro-6-(2,4-dichlorophenyl)chinolin-4-yl)amino)ethyl)phenyl)methansulfonamid ClC1=NC2=CC=C(C=C2C(=C1)NCCC1=CC=C(C=C1)NS(=O)(=O)C)C1=C(C=C(C=C1)Cl)Cl